IC1=CC=C(C=C1)N1C(C(CCC1)=O)=O 1-(4-iodophenyl)piperidine-2,3-dione